4-[4-(3-{2-chloro-3-[3-(dimethylamino)propoxy]phenyl}-4-(pyrimidin-2-yl)-1,2-oxazol-5-yl)-5-(trifluoromethyl)-1H-pyrazol-1-yl]-2-methylbutan ClC1=C(C=CC=C1OCCCN(C)C)C1=NOC(=C1C1=NC=CC=N1)C=1C=NN(C1C(F)(F)F)CCC(C)C